COC(C1=CC=C(C=C1)C1=CN(C=2N=CN=C(C21)N)C)=O 4-{4-amino-7-methyl-7H-pyrrolo[2,3-d]pyrimidin-5-yl}benzoic acid methyl ester